trans-tert-butyl 2-(2-chloro-6-(6-(methylcarbamoyl)pyrimidin-4-yl)pyridin-4-yl)-6-(hydroxymethyl)morpholine-4-carboxylate ClC1=NC(=CC(=C1)[C@@H]1CN(C[C@H](O1)CO)C(=O)OC(C)(C)C)C1=NC=NC(=C1)C(NC)=O